(1R)-1-(pyridin-4-yl)ethan-1-amine N1=CC=C(C=C1)[C@@H](C)N